BrC=1C(=CC2=C(N(C(C(CS2)(CCCC)CCCC)=O)C2=CC=C(C=C2)F)C1)OC 7-bromo-3,3-dibutyl-5-(4-fluorophenyl)-8-methoxy-2,3-dihydro-1,5-benzothiazepin-4(5H)-one